ONC(\C=C\C=1C=C2CCN(C2=CC1)S(=O)(=O)C1=CC=CC=C1)=O (E)-N-hydroxy-3-(1-(phenylsulfonyl)-indolin-5-yl)-acrylamide